COC1CN(C1)C1=NC(=NC=C1C1=CC=C(C=C1)N1C(CCC1)=O)NC1=CC2=C(OC[C@H]3N2C(CC3)=O)N=C1 (S)-2-((4-(3-methoxy-azetidin-1-yl)-5-(4-(2-oxopyrrolidin-1-yl)phenyl)pyrimidin-2-yl)amino)-6,6a,7,8-tetrahydro-9H-pyrido[2,3-b]pyrrolo[1,2-d][1,4]oxazin-9-one